3-methylbenzene-1-carboxylic anhydride CC=1C=C(C=CC1)C(=O)OC(=O)C1=CC(=CC=C1)C